C(CCC)OC(CCC(CCCC)C1=NC(=NC(=N1)OCCCN(C)C)SCCCCCCCCCCCCCCCCCC)=S 4-(4-(3-(dimethylamino)propoxy)-6-(octadecylthio)-1,3,5-triazin-2-yl)thiooctanoic acid butyl ester